C(C)N1C(C=CC(=C1)C=1C(=NN(C1)C)OCC1=CC=C(C=C1)C1=NC2=CC=CC=C2C=C1C)=O 1-ethyl-5-(1-methyl-3-{[4-(3-methylquinolin-2-yl)benzyl]oxy}-1H-pyrazol-4-yl)pyridine-2(1H)-one